COC=1C(=CC2=C(N=C(S2)NC(C(OC=2C=C(C=CC2)C)C2=CC=C(C=C2)S(=O)(=O)CC)=O)C1)OC N-(5,6-Dimethoxy-benzothiazol-2-yl)-2-(4-ethanesulfonyl-phenyl)-2-m-tolyloxy-acetamide